NC1=CC(=NC(=C1)C1=CC2=C(C(=CC=C2C=C1)OC)NCC(=C)C#N)C(=O)NC1CCN(CC1)C 4-amino-6-{8-[(2-cyano-2-methylideneethyl)amino]-7-methoxynaphthalen-2-yl}-N-(1-methylpiperidin-4-yl)pyridine-2-carboxamide